N-isopentyl-3-((2-methyl-4-(pyridin-2-ylmethoxy)phenyl)amino)benzamide C(CC(C)C)NC(C1=CC(=CC=C1)NC1=C(C=C(C=C1)OCC1=NC=CC=C1)C)=O